C(C1=CC=CC=C1)OC(\C=C\C1=C(C(=CC=2NC=NC21)F)OC2=CC(=C(C=C2)F)C#N)=O.BrC2=C(C(=CC=1OC(OC12)(F)F)[N+](=O)[O-])C(=O)C1=C(C=CC(=C1)F)Cl (4-bromo-2,2-difluoro-6-nitrobenzo[d][1,3]dioxol-5-yl)(2-chloro-5-fluorophenyl)methanone benzyl-(E)-3-(5-(3-cyano-4-fluorophenoxy)-6-fluoro-1H-benzo[d]imidazol-4-yl)acrylate